4-((3-Fluoropyridine-2-yl)methyl)-N-((1-methylpiperidin-4-yl)methyl)-3,4-dihydroquinoxaline-1(2H)-carboxamide FC=1C(=NC=CC1)CN1CCN(C2=CC=CC=C12)C(=O)NCC1CCN(CC1)C